ClC=1C=C(OC2=C(C=C(C=C2)NC(CC2=CC(=CC=C2)F)=O)S(N)(=O)=O)C=CC1 N-[4-(3-chlorophenoxy)-3-sulfamoylphenyl]-2-(3-fluorophenyl)acetamide